C1(=CC=CC=C1)C1=NC2=CC=CC=C2C(C1OCC1=CC=C(C=C1)O)=O 2-phenyl-3-(4-hydroxybenzyloxy)-quinolin-4-one